(3R,5S)-5-(((tert-Butyldimethylsilyl)oxy)methyl)-1-methylpyrrolidin-3-yl dimethylcarbamate CN(C(O[C@H]1CN([C@@H](C1)CO[Si](C)(C)C(C)(C)C)C)=O)C